CNCCC1=CNC2=CC=C(C=C12)OC(F)(F)F n-methyl-2-(5-(trifluoromethoxy)-1H-indol-3-yl)ethan-1-amine